C(CCCCCCCCCCCCCCCCCCCCCCCCCCC)O normal octacosanol